O=S1(CC(CCC1)NC1=NC(=NC2=CC(=C(C=C12)OC)OCCCN1CCCC1)C#N)=O 4-((1,1-dioxidotetrahydro-2H-thiopyran-3-yl)amino)-6-methoxy-7-(3-(pyrrolidin-1-yl)propoxy)quinazoline-2-carbonitrile